DIHYDROFUROPYRIDINE C1COC2=C1N=CC=C2